N-isobutyl-2-(4-(5-(1-oxo-5-(piperidin-1-yl)-1,3-dihydro-2H-isoindol-2-yl)-1H-benzimidazol-2-yl)phenoxy)acetamide C(C(C)C)NC(COC1=CC=C(C=C1)C1=NC2=C(N1)C=CC(=C2)N2C(C1=CC=C(C=C1C2)N2CCCCC2)=O)=O